OC1=C(C(=O)O)C=CC(=C1C(=O)O)O 2,4-dihydroxyl-isophthalic acid